N1-(3-((4-(bis(4-bromophenyl)methyl)piperidin-1-yl)methyl)-4-(trifluoromethyl)phenyl)-N1,N2,N2-trimethylethan-1,2-diamine BrC1=CC=C(C=C1)C(C1CCN(CC1)CC=1C=C(C=CC1C(F)(F)F)N(CCN(C)C)C)C1=CC=C(C=C1)Br